C[N+](C)(CCCCCCCCCCCCCC)[O-] N,N-Dimethylmyristylamine N-oxide